C(CCCCC)C(COC(CCCCN(CCCN(CCCCC(=O)OCC(CCCCCCCC)CCCCCC)CC(CC)O)CC(CC)O)=O)CCCCCCCC 2-hexyldecyl 5-{[3-({5-[(2-hexyldecyl)oxy]-5-oxopentyl}(2-hydroxybutyl)amino)propyl](2-hydroxybutyl)amino}pentanoate